C(C)(=O)N1C[C@H](N(CC1)C1=C(N=NC(=C1)N1CC2CCC(C1)O2)C#N)C 4-((R)-4-acetyl-2-methylpiperazin-1-yl)-6-(8-oxa-3-azabicyclo[3.2.1]octane-3-yl)pyridazine-3-carbonitrile